C(CCCCCCCCCCC)(=O)N[C@@H](CC1=CNC=N1)C(=O)O N-dodecanoyl-L-histidine